N-(3-((R)-N-(L-prolyl)-S-methylsulfonimidoyl)phenyl)-2-((6-fluoro-2-methylpyridin-3-yl)oxy)-4-methyl-5-(trifluoromethyl)nicotinamide N1[C@@H](CCC1)C(=O)N=[S@@](=O)(C)C=1C=C(C=CC1)NC(C1=C(N=CC(=C1C)C(F)(F)F)OC=1C(=NC(=CC1)F)C)=O